2-[2-(1,3-benzoxazol-2-ylamino)-1,3-benzoxazol-5-yl]propionamide O1C(=NC2=C1C=CC=C2)NC=2OC1=C(N2)C=C(C=C1)C(C(=O)N)C